(S)-2-(2,5-difluoro-4-(2-((2-fluoro-4-(trifluoromethyl)benzyl)oxy)pyrimidin-4-yl)benzyl)-1-(4,4-dimethyltetrahydrofuran-3-yl)-1H-benzo[d]imidazole-6-carboxylic acid FC1=C(CC2=NC3=C(N2[C@@H]2COCC2(C)C)C=C(C=C3)C(=O)O)C=C(C(=C1)C1=NC(=NC=C1)OCC1=C(C=C(C=C1)C(F)(F)F)F)F